N-(2-(2-amino-6-chloro-9H-purin-9-yl)ethyl)-1-methyl-5-hydroxy-1H-pyrazole-3-carboxamide NC1=NC(=C2N=CN(C2=N1)CCNC(=O)C1=NN(C(=C1)O)C)Cl